FC=1C=CC(=C(COC2=C(C(=O)NC3=CC(NC=C3)=O)C=CC(=C2)C(F)(F)F)C1)O 2-((5-fluoro-2-hydroxybenzyl)oxy)-N-(2-oxo-1,2-dihydropyridin-4-yl)-4-(trifluoromethyl)benzamide